ClC1=CN=C2C(=N1)N(N=C2)CCN2CCOCC2 4-(2-(6-chloro-1H-pyrazolo[3,4-b]pyrazin-1-yl)ethyl)morpholine